NC1=CC=C(C=C1)C(C(=O)NCC1=CC=CC=C1)N(C(C#C)=O)C1=CC(=CC=C1)C#N N-(1-(4-Aminophenyl)-2-(benzylamino)-2-oxoethyl)-N-(3-cyanophenyl)-propiolamide